COC1=CC=C(C=C1)/C=C/C(=O)N(C1=CC=CC=C1)CCSC (E)-3-(4-methoxyphenyl)-N-(2-methylsulfanylethyl)-N-phenyl-prop-2-enamide